COC(=O)[C@H]1N(CCC1)CC1=C(C(=C(C=C1)N)N)F (2S)-1-[(3,4-diamino-2-fluorophenyl)methyl]pyrrolidine-2-carboxylic acid methyl ester